lead-zinc-copper-silver [Ag].[Cu].[Zn].[Pb]